7-bromo-6-chloro-8-fluoro-4-hydroxy-2-oxo-1,2-dihydroquinoline-3-carbonitrile BrC1=C(C=C2C(=C(C(NC2=C1F)=O)C#N)O)Cl